FC(C(=O)O)(F)F.FC(C(=O)N(C1CC2(CNC2)C1)[C@H]1[C@@H](C1)/C(=C/C1=CC=CC=C1)/CC)(F)F 2,2,2-trifluoro-N-((1R,2S)-2-((E)-1-phenylbut-1-en-2-yl)cyclopropyl)-N-(2-azaspiro[3.3]Heptane-6-yl)acetamide 2,2,2-trifluoroacetate